methyl (E)-3-(3-((1R,2S,4S)-N-((R)-(4'-(dimethylamino)-3-fluoro-[1,1'-biphenyl]-4-yl)methyl-d)bicyclo[2.2.1]heptane-2-carboxamido)-5-fluorophenyl)acrylate CN(C1=CC=C(C=C1)C1=CC(=C(C=C1)[C@H](N(C(=O)[C@@H]1[C@@H]2CC[C@H](C1)C2)C=2C=C(C=C(C2)F)/C=C/C(=O)OC)[2H])F)C